CC(CC(=O)OC(C)(C)C)(CC(C)C)C tert-butyl 3,3,5-trimethylhexanoate